(2-carboxy)propylammonium C(=O)(O)C(C[NH3+])C